FCC1(CC1)C1=CC(=CC(=N1)C)O 6-(1-(fluoromethyl)cyclopropyl)-4-hydroxy-2-methylpyridin